C(C)OC(=O)C1=NC2=C(N1C=1C=C3CCC(NC3=CC1)=O)C=CC(=C2)C(NC)=O 5-(methylcarbamoyl)-1-(2-oxo-1,2,3,4-tetrahydroquinolin-6-yl)-1H-benzo[d]imidazole-2-carboxylic acid ethyl ester